methyl (1s,4s)-2'-bromo-4-[(3-chlorophenyl)(trifluoroacetyl)amino]-6'-hydroxyspiro[cyclohexane-1,1'-indene]-4-carboxylate BrC=1C2(C3=CC(=CC=C3C1)O)CCC(CC2)(C(=O)OC)N(C(C(F)(F)F)=O)C2=CC(=CC=C2)Cl